N1=C(C=NC=C1)C(=O)N.NC=1C=NC(=CN1)C1=NC=CC=C1C(F)(F)F 3-amino-6-(3-trifluoromethyl-pyridine-2-yl)pyrazine-2-pyrazinamide